ClC=1C(=NC=CC1)N1N=C(C=C1)C1CC1 2-(3-chloro-2-pyridyl)-5-cyclopropyl-pyrazole